nonamethylenebis(ethyldimethylammonium) C(C)[N+](CCCCCCCCC[N+](C)(C)CC)(C)C